C(#N)C[C@H]1CN(CCN1C(C=C)=O)C1=CC(=NC(=N1)NCC=1C=NN(C1)C)C(=O)NC1=CC(=CC2=CC=CC=C12)O 6-[(3S)-3-(cyanomethyl)-4-prop-2-enoyl-piperazin-1-yl]-N-(3-hydroxy-1-naphthyl)-2-[(1-methylpyrazol-4-yl)methylamino]pyrimidine-4-carboxamide